ClC(OC1=CC=C(C=C1)NC(=O)C=1C=C2C(C(N(C2=C(C1)C1=CC=NN1)C)=O)(C)C)(F)F N-(4-(chlorodifluoromethoxy)phenyl)-1,3,3-trimethyl-2-oxo-7-(1H-pyrazol-5-yl)indoline-5-carboxamide